CCCCCCCCCCCCCCCCOC[C@H](COC(=O)CCCCCCCCCCC)OC(=O)C The molecule is a 1-alkyl-2-acetyl-3-acyl-sn-glycerol in which the alkyl and acyl groups are specified as palmityl and lauroyl. It is a 1-alkyl-2-acetyl-3-acyl-sn-glycerol and a dodecanoate ester. It derives from a 1-O-palmityl-2-acetyl-sn-glycerol and a hexadecanoic acid.